ClC=1C=CC(=C(C1)CC(=O)NC1=CC(=C(C=C1)N1N=CC(=C1)C#N)S(N)(=O)=O)OC 2-(5-Chloro-2-methoxyphenyl)-N-[4-(4-cyano-1H-pyrazol-1-yl)-3-sulfamoylphenyl]acetamide